C1(CC1)N1N=CC(=C1)C=1SC2=C(N1)CC(OC2=O)=O 2-(1-cyclopropyl-1H-pyrazol-4-yl)-4H-pyrano[4,3-d]thiazole-4,6(7H)-dione